[OH-].C(CC)N1CN(C=C1)C 1-propyl-3-methylimidazole hydroxide